C(C=C)(=O)N1CC(CC1)C1=NC2=CC=CC=C2C(N1)=O (1-(prop-2-enoyl)pyrrolidin-3-yl)quinazolin-4(3H)-one